tert-butyl (R)-3-((S)-1-((S)-4-benzyl-2-oxooxazolidin-3-yl)-3-(3-bromophenyl)-1-oxopropan-2-yl)pyrrolidine-1-carboxylate C(C1=CC=CC=C1)[C@@H]1N(C(OC1)=O)C([C@@H](CC1=CC(=CC=C1)Br)[C@@H]1CN(CC1)C(=O)OC(C)(C)C)=O